trans-Octadec-9-enoic acid C(CCCCCCC\C=C\CCCCCCCC)(=O)O